2-(5-cyano-3-(2',5'-difluoro-[1,1'-biphenyl]-4-yl)-2-oxotetrahydropyrimidin-1(2H)-yl)-4-methylthiazole-5-sulfonamide C(#N)C1CN(C(N(C1)C=1SC(=C(N1)C)S(=O)(=O)N)=O)C1=CC=C(C=C1)C1=C(C=CC(=C1)F)F